C(CCCCCCC\C=C/C\C=C/C\C=C/CC)(=O)N[C@@H](CC(C)C)C(=O)O N-α-linolenoyl-leucine